F[B-](F)(F)F.F[B-](F)(F)F.[Ca+2] calcium bis(tetrafluoroborate)